(5RS)-2-(3-Chloro-4-methoxybenzyl)-3-oxo-2,3,5,6,7,8-hexahydro[1,2,4]triazolo[4,3-a]pyridine-5-carboxylic acid ClC=1C=C(CN2N=C3N([C@H](CCC3)C(=O)O)C2=O)C=CC1OC |r|